C(C=CCCCCCCCCCCCCCCCC(=O)O)(=O)O nonadecenedioic acid